C(C)(C)(C)OC(=O)N1CC(CCCC1)(NC(=O)OC(C)(C)C)C(C(O)C=1OC(=C(C(C1)=O)OCC1=CC=CC=C1)C(=O)OC)O 3-(2-(5-(benzyloxy)-6-(methoxycarbonyl)-4-oxo-4H-pyran-2-yl)-1,2-dihydroxyethyl)-3-((tert-butoxycarbonyl)amino)azepane-1-carboxylic acid tert-butyl ester